2-(hydroxymethyl)piperazine OCC1NCCNC1